(2,4-di-t-butylphenyl) 3,5-di-t-butyl-4-hydroxybenzoate C(C)(C)(C)C=1C=C(C(=O)OC2=C(C=C(C=C2)C(C)(C)C)C(C)(C)C)C=C(C1O)C(C)(C)C